trans-3-hydroxypropeneboronic acid OC/C=C/B(O)O